1-Azido-9-bromononane N(=[N+]=[N-])CCCCCCCCCBr